(R)-2-((4-(4-methylpiperazin-1-yl)phenyl)amino)-2-oxo-1-phenylethyl 3-amino-6-(1-(piperidin-4-yl)-1H-pyrazol-4-yl)pyrazine-2-carboxylate hydrochloride Cl.NC=1C(=NC(=CN1)C=1C=NN(C1)C1CCNCC1)C(=O)O[C@@H](C(=O)NC1=CC=C(C=C1)N1CCN(CC1)C)C1=CC=CC=C1